C(C)(C)(C)C1=CC=C(C=C1)C1=C2N(C3=CC=CC=C3N1CCN(C)C)CC=C2 4-(4-(tert-butyl)phenyl)-N-(2-(dimethylamino)ethyl)pyrrolo[1,2-a]quinoxaline